C(C)(C)C1=CC=C(C=C1)C1C(OC2=C1C(=C(C(=C2C)C)N2CC=1C=C3C(=CC1C2)OCO3)C)(C)C 6-[3-(4-isopropylphenyl)-2,2,4,6,7-pentamethyl-2,3-dihydro-1-benzofuran-5-yl]-6,7-dihydro-5H-[1,3]dioxolo[4,5-f]isoindole